(4-amino-1,3-dihydrofuro[3,4-c][1,7]naphthyridin-8-yl)((3R,5S)-3-(6-chloro-3-pyridinyl)-5-methyl-4-morpholinyl)methanone NC1=NC=2C=NC(=CC2C2=C1COC2)C(=O)N2[C@@H](COC[C@@H]2C)C=2C=NC(=CC2)Cl